myristoylpropane C(CCCCCCCCCCCCC)(=O)CCC